(2R,3R,4R,5S)-6-{[(2S,3R,4R,5R)-2,3,4,5,6-Pentahydroxyhexyl][(1R,4R)-4-aminocyclohexyl]amino}hexane-1,2,3,4,5-pentaol dihydrochloride Cl.Cl.O[C@@H](CN(C[C@@H]([C@H]([C@@H]([C@@H](CO)O)O)O)O)C1CCC(CC1)N)[C@H]([C@@H]([C@@H](CO)O)O)O